CC1=NNC(=N1)Br methyl-5-bromo-1,2,4-triazole